NC1=NC(=C(C=2N1N=C(N2)CN2N=C(N=N2)C2=NC=CC=C2)C2=NC=NC=C2)C=2C=C(C#N)C=CC2 3-(5-Amino-2-((5-(pyridin-2-yl)-2H-tetrazol-2-yl)methyl)-8-(pyrimidin-4-yl)-[1,2,4]triazolo[1,5-c]pyrimidin-7-yl)benzonitrile